C1=CC(=CC=2C=CC=3N(C12)C1=C(N3)C=CC=C1)C=1C=C(C=CC1)C1=C3C=CC2=C(C3=NC=3C4=C(C=CC13)C=CC=C4)C=CC=C2 7-(3-(benzo[4,5]imidazo[1,2-a]quinolin-3-yl)phenyl)dibenzo[c,h]acridine